N-(6-(1H-pyrazolo[3,4-d]pyrimidin-4-yl)-1,2,3,4-tetrahydronaphthalen-1-yl)-4-(tert-butyl)thiazole-2-carboxamide N1N=CC=2C1=NC=NC2C=2C=C1CCCC(C1=CC2)NC(=O)C=2SC=C(N2)C(C)(C)C